rac-(1r,2r,4s,5r,6s)-N-(4-cyano-3-(trifluoromethyl)phenyl)-6-hydroxy-4-(1-methyl-3-(trifluoromethyl)-1H-pyrazol-4-yl)-8-oxatricyclo[3.2.1.02,4]octane-2-carboxamide C(#N)C1=C(C=C(C=C1)NC(=O)[C@]12[C@H]3C[C@@H]([C@@H]([C@@]2(C1)C=1C(=NN(C1)C)C(F)(F)F)O3)O)C(F)(F)F |r|